CC=1N(C(=CC1)C)C1=NC(=CC(=N1)N1C[C@@H](CC1)N(C(OC(C)(C)C)=O)C)C1=C(C=NN1COCC[Si](C)(C)C)F tert-butyl (R)-(1-(2-(2,5-dimethyl-1H-pyrrol-1-yl)-6-(4-fluoro-1-((2-(trimethylsilyl)ethoxy)methyl)-1H-pyrazol-5-yl)pyrimidin-4-yl)pyrrolidin-3-yl)(methyl)carbamate